aluminum phosphite salt P([O-])([O-])[O-].[Al+3]